(5-bromo-3-fluoro-2-methoxyphenyl)(methyl)sulfane BrC=1C=C(C(=C(C1)SC)OC)F